2-(bis(methylthio)methylene)-7-(trifluoromethyl)-3,4-dihydronaphthalen-1(2H)-one CSC(=C1C(C2=CC(=CC=C2CC1)C(F)(F)F)=O)SC